C(C)C1=C2C(=NNC2=CC(=C1)C=1C=C(C=2N(C1)N=CN2)C)OC2CCC(CC2)N(C)C 4-((4-ethyl-6-(8-methyl-[1,2,4]triazolo[1,5-a]pyridin-6-yl)-1H-indazol-3-yl)oxy)-N,N-dimethylcyclohexan-1-amine